6-(2-Chloro-6-fluorophenyl)-2-((4-((3-(dimethylamino)propyl)(methyl)amino)phenyl)amino)-8,9-dihydroimidazo[1,2-a]pyrimido[5,4-e]pyrimidin-5(6H)-one ClC1=C(C(=CC=C1)F)N1C=2N(C3=C(C1=O)C=NC(=N3)NC3=CC=C(C=C3)N(C)CCCN(C)C)CCN2